(1R,3S)-3-(3-{[(3-meth-oxy-1-methyl-1H-pyrazol-5-yl)carbonyl]amino}-1H-pyrazol-5-yl)cyclopentyl [(3ξ)-3-methyltetrahydro-furan-3-yl]carbamate CC1(COCC1)NC(O[C@H]1C[C@H](CC1)C1=CC(=NN1)NC(=O)C1=CC(=NN1C)OC)=O